4-[(3,5-difluorophenyl)methyl]-7-{[2-(1-methylpyrazol-4-yl)-4-pyridyl]oxy}-2,3-dihydro-1,4-benzoxazepin-5-one FC=1C=C(C=C(C1)F)CN1CCOC2=C(C1=O)C=C(C=C2)OC2=CC(=NC=C2)C=2C=NN(C2)C